Rac-(2,2-difluorocyclopropyl)methanol methyl-2-((2,4-dimethylcyclohex-3-enylidene)methylamino)benzoate CC=1C(=C(C(=O)OCC2C(C2)(F)F)C=CC1)NC=C1C(C=C(CC1)C)C